NC=1C=C(C)C=C(C1S(=O)(=O)O)N 3,5-diamino-4-toluenesulfonic acid